Cl.CC1=C2C(=NC=C1)CC(C2)C(=O)O 4-Methyl-6,7-dihydro-5H-cyclopenta[b]pyridine-6-carboxylic acid hydrochloride